8,9-difluoro-1-oxo-2,3,6,7-tetrahydro-1H,5H-pyrido[3,2,1-ii]quinoline-2-carbaldehyde FC1=C(C=C2C(C(CN3C2=C1CCC3)C=O)=O)F